(3-propenoxypropyl)tri(trimethylsiloxy)-silane C(=CC)OCCC[Si](O[Si](C)(C)C)(O[Si](C)(C)C)O[Si](C)(C)C